CC1=C(C(=C(C1[Si](C)(C)[Zr]C1C(=CC2=C(C=3CCCC3C=C12)C1=CC(=C(C(=C1)C(C)(C)C)OC)C(C)(C)C)C)C)C)C tetramethylcyclopentadienyl-dimethylsilyl-(4-(3,5-di-tert-butyl-4-methoxyphenyl)-2-methyl-1,5,6,7-tetrahydro-s-indacen-1-yl)zirconium